C(C)OC1=NC2=C(N1CC1=CC=C(C=C1)C1=C(C=CC(=C1)C1=NC=CC(=C1)C)C1=NOC(N1)=O)C(=CC=C2)C(=O)O 2-ethoxy-1-((5'-(4-methylpyridin-2-yl)-2'-(5-oxo-4,5-dihydro-1,2,4-oxadiazol-3-yl)-[1,1'-biphenyl]-4-yl)methyl)-1H-benzo[d]imidazole-7-carboxylic Acid